2-{8-[(2-cyano-2-methylideneethyl)amino]-7-(2-methoxyethoxy)naphthalen-2-yl}-N-[(1r,4r)-4-(dimethylamino)cyclohexyl]pyrimidine-4-carboxamide C(#N)C(CNC=1C(=CC=C2C=CC(=CC12)C1=NC=CC(=N1)C(=O)NC1CCC(CC1)N(C)C)OCCOC)=C